FC(C1=CC=C(C=C1)N1N=C(N=C1)NC=1C=CC(=NC1)C#N)(F)F 5-((1-(4-(Trifluoromethyl)phenyl)-1H-1,2,4-triazol-3-yl)amino)picolinonitrile